1-(3,5-difluorophenyl)-N-[(2-methoxypyridin-4-yl)methyl]-3-methyl-5-oxopyrrolidine-3-carboxamid FC=1C=C(C=C(C1)F)N1CC(CC1=O)(C(=O)NCC1=CC(=NC=C1)OC)C